N-[4-fluoro-2-(4-methylpiperazin-1-yl)-5-(1,2,3,6-tetrahydropyridin-4-yl)phenyl]-6-oxo-4-(trifluoromethyl)-1H-pyridine-3-carboxamide FC1=CC(=C(C=C1C=1CCNCC1)NC(=O)C1=CNC(C=C1C(F)(F)F)=O)N1CCN(CC1)C